C(C1=CC=CC=C1)OC([C@@H](CC1=CC=C(C=C1)C1=CCC(CC1)(C)C)OC([C@H](CC(C)(C)F)N(C)C(=O)OC(C)(C)C)=O)=O (2R)-1-(benzyloxy)-3-[4-(4,4-dimethylcyclohex-1-en-1-yl) phenyl]-1-oxopropan-2-yl-(2S)-2-[[(tert-butoxy) carbonyl] (methyl) amino]-4-fluoro-4-methylpentanoate